(S)-1-(3-((tert-butyldimethylsilyl)oxy)pyrrolidine-1-carbonyl)-3-methyl-1H-imidazole [Si](C)(C)(C(C)(C)C)O[C@@H]1CN(CC1)C(=O)N1CN(C=C1)C